BrC1=C(N=C(C=2N1N=CC2)N2CCC1(CC2)C(C2=CC=CC(=C2C1)OC)=O)C 1'-(7-bromo-6-methyl-pyrazolo[1,5-a]pyrazin-4-yl)-4-methoxy-spiro[indane-2,4'-piperidine]-1-one